ethyl ethylenedisulfonate 2-(7-(diethylamino)-4-methyl-2-oxo-2H-chromen-3-yl)ethyl-((1-oxo-1,2-dihydroisoquinolin-7-yl)methyl)carbamate C(C)N(C1=CC=C2C(=C(C(OC2=C1)=O)CCN(C(O)=O)CC1=CC=C2C=CNC(C2=C1)=O)C)CC.C(CS(=O)(=O)O)S(=O)(=O)OCC